O1C=C(C2=C1C=CC=C2)CC(NS(=O)(=O)CC2=NC(=C(C=C2Cl)Cl)N2CCOCC2)B(O)O 2-(benzofuran-3-yl)-1-((3,5-dichloro-6-morpholinopyridin-2-yl)methylsulfonamido)ethylboronic acid